1-bromo-5-(2-methoxyethoxy)-2-methyl-4-nitrobenzene BrC1=C(C=C(C(=C1)OCCOC)[N+](=O)[O-])C